3,3-dimethylpyrrolidin-2-one CC1(C(NCC1)=O)C